O=C1NC(CCC1N1C(N(C2=C1C=CC=C2C=O)C)=O)=O 1-(2,6-dioxo-3-piperidyl)-3-methyl-2-oxo-benzimidazole-4-carbaldehyde